BrC=1C=C2C(=NC1)N(CN2CC=2N=NC=CC2)C 6-bromo-3-methyl-1-(pyridazin-3-ylmethyl)-1,3-dihydro-2H-imidazo[4,5-b]Pyridine